methylthiochromane CC1SC2=CC=CC=C2CC1